{1,3}oxazine-3-sulfonimidamide O1CN(CC=C1)S(=O)(N)=N